norbornadienyl-rhodium(I) C12=C(C=C(CC1)C2)[Rh]